tert-butyl (12aR)-10-chloro-9-(2,3-difluoro-6-methoxyphenyl)-8-fluoro-3,4,12,12a-tetrahydro-6H-pyrazino[2,1-c][1,4]benzoxazepine-2(1H)-carboxylate ClC1=C(C(=CC=2CN3[C@@H](COC21)CN(CC3)C(=O)OC(C)(C)C)F)C3=C(C(=CC=C3OC)F)F